(1r,3s)-3-(3-(pyridazin-4-ylamino)-1H-pyrazol-5-yl)cyclopentyl-carbamic acid tert-butyl ester C(C)(C)(C)OC(N[C@H]1C[C@H](CC1)C1=CC(=NN1)NC1=CN=NC=C1)=O